O=C1NC(CCC1N1C(=NC2=CC=CC(=C2C1=O)CCCCCCS(=O)(=O)[O-])C)=O 5-(3-(2,6-dioxopiperidin-3-yl)-2-methyl-4-oxo-3,4-dihydroquinazolin-5-yl)pentylmethanesulfonate